{4-[2-(2,6-dichlorophenyl)acetamido]pyridin-2-yl}-N-(3,5-difluorophenyl)acetamide ClC1=C(C(=CC=C1)Cl)CC(=O)NC1=CC(=NC=C1)CC(=O)NC1=CC(=CC(=C1)F)F